4-(3-aminopropyl)-N,N-dimethylbenzenesulfonamide hydrochloride Cl.NCCCC1=CC=C(C=C1)S(=O)(=O)N(C)C